(R)-2-((1-(3-cyclopropyl-6-fluoro-2-(4-methyltetrahydro-2H-pyran-4-yl)-4-oxo-3,4-dihydroquinazolin-8-yl)ethyl)amino)-5-fluorobenzoic acid C1(CC1)N1C(=NC2=C(C=C(C=C2C1=O)F)[C@@H](C)NC1=C(C(=O)O)C=C(C=C1)F)C1(CCOCC1)C